(2S)-2-(3-pyridyl)-2-tetrahydropyran-2-yloxy-ethanol N1=CC(=CC=C1)[C@@H](CO)OC1OCCCC1